(R)-6-chloro-3-((1-(2-(4-(5-cyano-1-methyl-1H-pyrazol-3-yl)piperidin-1-yl)-3,6-dimethyl-4-oxo-3,4-dihydroquinazolin-8-yl)ethyl)amino)-N-(methylsulfonyl)picolinamide ClC1=CC=C(C(=N1)C(=O)NS(=O)(=O)C)N[C@H](C)C=1C=C(C=C2C(N(C(=NC12)N1CCC(CC1)C1=NN(C(=C1)C#N)C)C)=O)C